N-(1-METHYL-1H-INDAZOL-7-YL)-6-(3-METHYL-1H-PYRAZOL-1-YL)PYRIDINE-3-SULFONAMIDE CN1N=CC2=CC=CC(=C12)NS(=O)(=O)C=1C=NC(=CC1)N1N=C(C=C1)C